3-[2-[(E,3R)-5-[1-(Benzenesulfonyl)-3,4-dihydro-2H-quinolin-7-yl]-3-hydroxypent-4-enoxy]phenyl]propanoic Acid C1(=CC=CC=C1)S(=O)(=O)N1CCCC2=CC=C(C=C12)/C=C/[C@@H](CCOC1=C(C=CC=C1)CCC(=O)O)O